C(/C1=CC=CC=C1)=N/CC1=CC(=NC=C1)C1C(=C(C(CC1)(C)C)/C=C/C(=C/C=C/C(=C\C(=O)NC1=CC=CC=C1)/C)/C)C (2Z,4E,6E,8E)-9-(3-(4-(((Z)-benzylideneamino)methyl)pyridin-2-yl)-2,6,6-trimethylcyclohex-1-en-1-yl)-3,7-dimethyl-N-phenylnona-2,4,6,8-tetraenamide